3-chloro-4-(2,2-dimethylpiperazine-1-carbonyl)pyridine 1-oxide ClC=1C=[N+](C=CC1C(=O)N1C(CNCC1)(C)C)[O-]